1-(cyclobutylmethyl)-N,N-bis(4-methoxybenzyl)-1H-pyrazole-4-sulfonamide C1(CCC1)CN1N=CC(=C1)S(=O)(=O)N(CC1=CC=C(C=C1)OC)CC1=CC=C(C=C1)OC